C1OCC12CN(C2)C2CC1(C2)CCN(CC1)S(=O)(=O)C=1C=C(C#N)C=C(C1)F 3-((2-(2-oxa-6-azaspiro[3.3]hept-6-yl)-7-azaspiro[3.5]non-7-yl)sulfonyl)-5-fluorobenzonitrile